COC(=O)C1(CC2=C(N(C=N2)C2=CC(=C(C=C2)C#N)Cl)C(O1)=O)C 3-(3-Chloro-4-cyano-phenyl)-6-methyl-4-oxo-3,4,6,7-tetrahydro-pyrano[3,4-d]imidazole-6-carboxylic acid methyl ester